C(#N)C=1C=C(/C=C/C2=CC(=C(CN3CC(C3)C(=O)NC)C=C2)C)C=CC1OC(C)C (E)-1-(4-(3-cyano-4-isopropoxystyryl)-2-methylbenzyl)-N-methylazetidine-3-carboxamide